F[C@H]1CNCC[C@@H]1N(C=1N=CC(=NC1)C1=C(C=C(C=C1)N1C=NC=C1)O)C 2-(5-(((3S,4S)-3-fluoropiperidin-4-yl)(methyl)amino)pyrazin-2-yl)-5-(1H-imidazol-1-yl)phenol